NC1=NNC2=C(C=C(C=C12)C1=CC(=NC=C1)NC(CC)=O)C#CC(C)(C)C N-(4-(3-amino-7-(3,3-dimethylbut-1-yn-1-yl)-1H-indazol-5-yl)pyridin-2-yl)propanamide